C(C)(C)N1CC=2N(CC1)N=C(N2)NC=2C=NC1=CC=C(C=C1C2)C=2N=CNC2C2=NC(=CC=C2)C N-(7-isopropyl-6,8-dihydro-5H-[1,2,4]triazolo[1,5-a]pyrazin-2-yl)-6-[5-(6-methyl-2-pyridyl)-1H-imidazol-4-yl]quinolin-3-amine